C(=C)C1(COCC1)NN (3-vinyltetrahydrofuran-3-yl)hydrazine